2-(2-((1r,4r)-4-(3-(2-(difluoromethoxy)-6-methoxypyridin-3-yl)-1-(2-isopropylphenyl)ureido)cyclohexyl)-1,3-dioxolan-2-yl)-N-hydroxyacetamide FC(OC1=NC(=CC=C1NC(N(C1=C(C=CC=C1)C(C)C)C1CCC(CC1)C1(OCCO1)CC(=O)NO)=O)OC)F